CO[C@@H]1O[C@@H](CC1)OC cis-2,5-dimethoxytetrahydrofuran